C(CCCCCCC\C=C/CCCCCCCC)(=O)O.C(CCCCCCC\C=C/CCCCCCCC)(=O)O.C(CCCCCCC\C=C/CCCCCCCC)(=O)O.C(CCCCCCC\C=C/CCCCCCCC)(=O)O.OCC(O)CO.OCC(O)CO diglycerol tetraoleate